1,2,3-triazole-13C N1N=N[13CH]=C1